OC(C(C(=O)O)=C)C=1C=NC=CC1 2-(hydroxy(3-pyridyl)methyl)acrylic acid